ethyl 2-methyl-2-ethyl-4-pentenoate CC(C(=O)OCC)(CC=C)CC